5-bromo-4-chloro-6-cyclopropyl-2-propyl-pyrimidine BrC=1C(=NC(=NC1C1CC1)CCC)Cl